3-[4-(5-bromothiophen-2-yl)-1H-1,2,3-triazol-1-yl]piperidine-2,6-dione BrC1=CC=C(S1)C=1N=NN(C1)C1C(NC(CC1)=O)=O